5,6-dinitro-1,2,3,4-tetrahydronaphthalene [N+](=O)([O-])C1=C2CCCCC2=CC=C1[N+](=O)[O-]